Tert-butyl (2-(1-fluoro-3-methoxynaphthalen-2-yl)ethyl)carbamate FC1=C(C(=CC2=CC=CC=C12)OC)CCNC(OC(C)(C)C)=O